ClC1=CC=C(C(=N1)C(=O)NS(=O)(=O)C)N[C@H](C)C=1C=C(C=C2C(N(C(=NC12)N1C[C@H](CC1)C=1C=NC(=NC1)C)C)=O)C |o1:29| 6-chloro-3-(((R)-1-(3,6-dimethyl-2-((R*)-3-(2-methylpyrimidin-5-yl)pyrrolidin-1-yl)-4-oxo-3,4-dihydroquinazolin-8-yl)ethyl)amino)-N-(methylsulfonyl)picolinamide